(S)-1-Methyl-2-((3-(2-oxo-1-(4-vinylphenyl)-1,2-dihydro-3H-imidazo[4,5-b]pyridin-3-yl)pyrrolidin-1-yl)methyl)-1H-imidazole-5-carboxylic Acid CN1C(=NC=C1C(=O)O)CN1C[C@H](CC1)N1C(N(C=2C1=NC=CC2)C2=CC=C(C=C2)C=C)=O